Tribenzylcitrat C(C1=CC=CC=C1)C(C(C(C(=O)[O-])(CC1=CC=CC=C1)CC1=CC=CC=C1)(O)C(=O)[O-])C(=O)[O-]